C(C)(C)(C)OC(=O)N[C@@]1(CN(CC1)C1=CC(=NC=C1C(=O)OC)Cl)C methyl (S)-4-(3-((tert-butoxycarbonyl)amino)-3-methylpyrrolidin-1-yl)-6-chloronicotinate